[2-(aminomethyl)-3,3-difluoro-allyl]-4-[2-fluoro-4-(4-methylsulfonylphenyl)phenyl]-1,2,4-triazol-3-one trifluoroacetate salt FC(C(=O)O)(F)F.NCC(CC=1N(C(NN1)=O)C1=C(C=C(C=C1)C1=CC=C(C=C1)S(=O)(=O)C)F)=C(F)F